C(C)(C)(C)OC(=O)N1C[C@H](C[C@H](C1)NC1=NN2C(N=C(C=C2)C2=C(C=C(C=C2C)C(F)(F)F)O)=N1)O (3S,5R)-3-hydroxy-5-((5-(2-hydroxy-6-methyl-4-(trifluoromethyl)phenyl)-[1,2,4]triazolo[1,5-a]pyrimidin-2-yl)amino)piperidine-1-carboxylic acid tert-butyl ester